(R)-2-((tert-butoxycarbonyl)amino)-2-cyclobutylacetic acid C(C)(C)(C)OC(=O)N[C@@H](C(=O)O)C1CCC1